5,6-dimethyl-2,3-dihydroisoindole CC=1C=C2CNCC2=CC1C